3-benzothiophene-3-yl-quinolinone tert-butyl-5,7'-dimethyl-6'-(pyrimidin-2-yl)-3',4'-dihydro-1'H-spiro[pyrrolidine-3,2'-[1,8]naphthyridine]-1-carboxylate C(C)(C)(C)OC(=O)N1CC2(NC3=NC(=C(C=C3CC2)C2=NC=CC=N2)C)CC1C.S1C=C(C2=C1C=CC=C2)C=2C(NC1=CC=CC=C1C2)=O